C1(CC1)C1=CC(=NN1)C1=C2C(=NC(=NC2=CC=C1)N1C2CN(C(C1)C2)CC(C)C)N (5-cyclopropyl-1H-pyrazol-3-yl)-2-(5-isobutyl-2,5-diazabicyclo[2.2.1]heptan-2-yl)quinazolin-4-amine